O=C1C2(CC3=CC=CC=C13)CCCCC2 oxo-1',3'-dihydrospiro[cyclohexane-1,2'-indene]